3-(5-(1-methyl-5-(4-(trifluoromethyl)phenyl)-1H-pyrazol-3-yl)-1-oxoisoindolin-2-yl)piperidine-2,6-dione CN1N=C(C=C1C1=CC=C(C=C1)C(F)(F)F)C=1C=C2CN(C(C2=CC1)=O)C1C(NC(CC1)=O)=O